C(C)(C)C1=C(NC2=CC=C(C=C12)C1CCC(CC1)NC(CN1CCOCC1)=O)C=1C=C(C=2N(C1)N=CN2)OC N-(4-(3-Isopropyl-2-(8-methoxy-[1,2,4]triazolo[1,5-a]pyridin-6-yl)-1H-indol-5-yl)cyclohexyl)-2-morpholinoacetamid